FC1=CC=C2C(=CNC2=C1)C=1C=C(SC1)C(C(=O)O)CC=O (4-(6-fluoro-1H-indol-3-yl)thiophen-2-yl)-4-oxobutyric acid